C(C=CC1=CC=CC=C1)NS(=O)(=O)C N-cinnamyl-methanesulfonamide